NC(CN1CCC(CC1)(C(=O)OC)CN)=O methyl 1-(2-amino-2-oxoethyl)-4-(aminomethyl)piperidine-4-carboxylate